CC=1N(C=C(N1)C=O)C(C1=CC=CC=C1)(C1=CC=CC=C1)C1=CC=CC=C1 2-methyl-1-trityl-1H-imidazole-4-carbaldehyde